C(CCCCCCC#C)NC(OC(C)(C)C)=O Tert-butyl N-(non-8-yn-1-yl)carbamate